2-[6-[3-(Difluoromethyl)-4-fluoro-phenyl]pyrazolo[4,3-b]pyridin-1-yl]-1-[3-(2,2-difluorovinyl)azetidin-1-yl]ethanone FC(C=1C=C(C=CC1F)C=1C=C2C(=NC1)C=NN2CC(=O)N2CC(C2)C=C(F)F)F